CN1N=C2[C@@H](NCCC2=C1C1=CC(=CC=C1)OC(F)(F)F)C (S)-2,7-dimethyl-3-(3-(trifluoromethoxy)phenyl)-4,5,6,7-tetrahydro-2H-pyrazolo[3,4-c]pyridine